C(C)OC1=CC=C(C=C1)NCC(CC=1NC(NC1)=O)O 4-[3-(4-ethoxyphenylamino)-2-hydroxypropyl]-1,3-dihydroimidazol-2-one